BrC=1C=CC(=NC1)N1CCC(CC1)CO[Si](C)(C)C(C)(C)C 5-Bromo-2-(4-(((tert-butyldimethylsilyl)oxy)methyl)piperidin-1-yl)pyridine